FC(N1N=C(C(=C1)C)C(=O)O)F 1-(difluoromethyl)-4-methyl-1H-pyrazole-3-carboxylic acid